The molecule is the carboxamide derivative of L-proline. It is an amino acid amide, a pyrrolidinecarboxamide and a L-proline derivative. It is a conjugate base of a (2S)-2-carbamoylpyrrolidin-1-ium. C1C[C@H](NC1)C(=O)N